1-methoxy-4-(isocyanatomethyl)benzene COC1=CC=C(C=C1)CN=C=O